C1(CCCC1)N1C(C(=C(C2=C1N=C(N=C2)NC2=NC=C(C=C2)N2CCNCC2)C)I)=O 8-cyclopentyl-6-iodo-5-methyl-2-(5-piperazin-1-yl-pyridin-2-ylamino)-8H-pyrido[2,3-d]Pyrimidin-7-one